4-[5-[1-(2,6-Dioxo-3-piperidyl)-3-methyl-2-oxo-benzimidazol-5-yl]pentyl]-5-oxo-piperazine-2-carboxylic acid O=C1NC(CCC1N1C(N(C2=C1C=CC(=C2)CCCCCN2CC(NCC2=O)C(=O)O)C)=O)=O